ClC1=CC(=C(C=C1F)C=1N=CC(=NC1)N(C1[C@H]([C@@]2(CC[C@](C1)(N2C(=O)[O-])C)C)F)C)OCOC |r| rac-(1s,2r,5r)-3-([5-[4-chloro-5-fluoro-2-(methoxymethoxy) phenyl] pyrazin-2-yl] (methyl) amino)-2-fluoro-1,5-dimethyl-8-azabicyclo[3.2.1]octane-8-carboxylate